O1CCN(CC1)C1=C(C(=O)OCC)C=CC(=C1)NC(=O)[C@@H]1[C@H]2CC[C@@H]([C@H]1C1=CC=NC=C1)O2 ethyl 2-morpholino-4-((1R,2S,3R,4S)-3-(pyridin-4-yl)-7-oxabicyclo[2.2.1]heptane-2-carboxamido)benzoate